2-amino-3-(4-nitrophenyl)propyl (aminocarbonyl)methylcarbamate NC(=O)CNC(OCC(CC1=CC=C(C=C1)[N+](=O)[O-])N)=O